N[C@H](C(=O)N1C[C@H](CC1)NC=1C2=C(N=CN1)C=CC(=N2)C=2C=NC(=C(C#N)C2)OC)C[Se]C 5-(4-(((S)-1-((R)-2-amino-3-(methylseleno)propionyl)-3-pyrrolidinyl)amino)-6-pyrido[3,2-d]pyrimidinyl)-2-methoxynicotinonitrile